NC1=NC2=C(N1CCN(CCOC1=C(C=NN1C)C=1C=C(C(=O)OC)C=C(N1)C)C(=O)OC(C)(C)C)C=CC=C2 methyl 2-(5-(2-((2-(2-amino-1H-benzimidazol-1-yl) ethyl) (tert-butoxycarbonyl) amino) ethoxy)-1-methyl-1H-pyrazol-4-yl)-6-methylisonicotinate